FC1=CC=C(C=C1)NC(C(C(C)C)C=1N=C2CCCN(C2=CC1)C(=O)OC(C)(C)C)=O tert-butyl 6-(1-((4-fluorophenyl)amino)-3-methyl-1-oxobutan-2-yl)-3,4-dihydro-1,5-naphthyridine-1(2H)-carboxylate